3-[[2-[(1-iminoethyl)amino]ethyl]sulphonyl]-L-alanine N=C(C)NCCS(=O)(=O)C[C@H](N)C(=O)O